NCCOCCOCCOCCOCCNC(C1=CC(=NC=C1)N1CC2(CC1)CN(CC2)C2=CC=CC=C2)=O N-(14-amino-3,6,9,12-tetraoxatetradecyl)-2-(7-phenyl-2,7-diazaspiro[4.4]nonan-2-yl)isonicotinamide